C(C)OC(C(=CCCCCCCCCCCCCCCC)F)=O 2-fluorooctadec-2-enoic acid ethyl ester